O1C(=CC2=C1C=CC=C2)C2=CC=C(C=C2)NC(CC2=CC(=CC=C2)OC(F)(F)F)=O N-(4-(benzofuran-2-yl)phenyl)-2-(3-(trifluoromethoxy)phenyl)acetamide